ClC1=CC(=C(C=C1)S(=O)(=O)N[C@H](C(=O)O)C(C)C1=C(C(=CC=C1F)C)C)NC (2S)-2-[4-chloro-2-(methylamino)benzenesulfonamido]-3-(6-fluoro-2,3-dimethylphenyl)butanoic acid